C1(CC1)CN1CCC(=CC1)C=1C(=CC(=C(C1)NC(=O)C1=CNC(C=C1C(F)(F)F)=O)N1C[C@H](N([C@H](C1)C)C)C)F |r| N-[5-[1-(cyclopropylmethyl)-3,6-dihydro-2H-pyridin-4-yl]-4-fluoro-2-[rac-(3R,5S)-3,4,5-trimethylpiperazin-1-yl]phenyl]-6-oxo-4-(trifluoromethyl)-1H-pyridine-3-carboxamide